C1(CC1)C=1N=C(C(=NC1C=1C2=C(C=NC1)N(C=N2)C)C(=O)N)NC2=CC=C(C=C2)OC2CCN(CC2)C 5-Cyclopropyl-6-(3-methylimidazo[4,5-c]pyridin-7-yl)-3-[4-[(1-methyl-4-piperidyl)oxy]anilino]pyrazin-2-carboxamid